BrC=1C=CC=2N(C1)C=NC2C(C)C 6-bromo-1-(propan-2-yl)imidazo[1,5-a]pyridine